epiminocyclohepta[c]pyridazine-10-carboxamide N1N=C2C(=C3C1=CC=CC=C3)N2C(=O)N